C(O)(O)=O.FC(=C)C fluoro 1-methylethylene carbonate